C1CC(=O)O[C@@H]1C(=O)O (S)-(+)-5-oxotetrahydrofuran-2-carboxylic acid